1,1',1''-nitrilotris(propan-1-ol) N(C(CC)O)(C(CC)O)C(CC)O